(2-(2,6-dioxopiperidin-3-yl)-1-oxoisoindolin-4-yl)-N8-hydroxyoctanediamide O=C1NC(CCC1N1C(C2=CC=CC(=C2C1)C(C(=O)N)CCCCCC(=O)NO)=O)=O